C(CCCCC)O[B] hexoxyboron